OP(O)OP(O)O.C(C)(C)(C)C1=C(C(=CC(=C1)C)C(C)(C)C)C(O)(C(CO)(CO)CO)CC1=CC=CC=C1 2,6-di-t-butyl-4-methylphenyl-benzyl-pentaerythritol diphosphite